C1(=CC=CC2=CC=CC=C12)C(=O)N1CCN(CC1)C([C@H](CCCCNC(C=C)=O)NC(CC1=CC(=C(C=C1)Cl)Cl)=O)=O (S)-N-(6-(4-(1-naphthoyl)piperazin-1-yl)-5-(2-(3,4-dichlorophenyl)acetamido)-6-oxohexyl)acrylamide